FC1=C(C#N)C=CC(=C1)C=1C2=C(C=NC1C=1C=C3C=NN(C3=CC1)C)N(C=N2)CC2(CCN(CC2)C)F 2-fluoro-4-(3-((4-fluoro-1-methylpiperidin-4-yl)methyl)-6-(1-methyl-1H-indazol-5-yl)-3H-imidazo[4,5-c]pyridin-7-yl)benzonitrile